CC=1OC(=NN1)C=1C=CC2=C(C(=CO2)C2=CC=C(C=C2)S(=O)C)C1 2-methyl-5-(3-(4-(methylsulfinyl)phenyl)benzofuran-5-yl)-1,3,4-oxadiazole